FC1=C(C=CC(=C1)C(F)(F)F)/C=C/C1CN(C1)C(=O)OC(C)(C)C Tert-butyl 3-[(E)-2-[2-fluoro-4-(trifluoromethyl)phenyl]ethenyl]azetidine-1-carboxylate